C[N+]1=C(C=CC=C1)C=CC1=CC=C(C=C1)C=O N-methyl-2-(4-formylstyryl)pyridinium